CN(CC1=CC=CC=C1)CC1=CC=C(N\C(\C)=C\2/C(NC3=CC(=CC=C23)C(N)=O)=O)C=C1 3-Z-[1-(4-(N-methyl-N-benzyl-aminomethyl)-anilino)-1-methyl-methylene]-6-carbamoyl-2-indolinone